BrCCC1=CC(=C(C=C1)F)F 4-(2-bromoethyl)-1,2-difluorobenzene